COC1=CC=C(COC[C@H]([C@H](CC=C)OC(CCC(C)(C)C)=O)C)C=C1 4,4-dimethylpentanoic acid (2R,3S)-1-((4-methoxybenzyl) oxy)-2-methylhexan-5-en-3-yl ester